1-(2-benzyloxy-4-bromo-5-fluoro-phenyl)ethanone boron [B].C(C1=CC=CC=C1)OC1=C(C=C(C(=C1)Br)F)C(C)=O